Cl.N[C@@H](C(=O)NC=1SC=CN1)C1=C(C=CC=C1)OC |r| (2RS)-2-Amino-2-(2-methoxylphenyl)-N-thiazol-2-yl-acetamide hydrochloride